O1CC(C1)CC=1C=CC(=NC1)COC1=NN=C(S1)N 5-((5-(oxetan-3-ylmethyl)pyridin-2-yl)methoxy)-1,3,4-thiadiazol-2-amine